6-chloropicolinic acid ethyl ester C(C)OC(C1=NC(=CC=C1)Cl)=O